2-{[(1S)-1-(4-chlorophenyl)ethyl]amino}-8-(2,6-difluorobenzyl)pyrido[2,3-d]pyrimidin-7(8H)-one ClC1=CC=C(C=C1)[C@H](C)NC=1N=CC2=C(N1)N(C(C=C2)=O)CC2=C(C=CC=C2F)F